vinylaniline hydrochloride Cl.C(=C)NC1=CC=CC=C1